C(C)C1=NOC=C1C(=O)N[C@H](C(=O)NC1=CC(=C(C=C1)C1CCOCC1)F)[C@@H]1CC[C@H](CC1)C 3-Ethyl-N-{(1S)-2-[3-fluoro-4-(tetrahydro-pyran-4-yl)anilino]-1-(trans-4-methylcyclohexyl)-2-oxoethyl}-isoxazole-4-carboxamide